CCCCC[C@@H](/C=C/[C@H]1[C@@H](CC(=O)[C@@H]1C/C=C\\CCCC(=O)O)O)O The molecule is prostaglandin F2alpha in which the hydroxy group at position 9 has been oxidised to the corresponding ketone. Prostaglandin E2 is the most common and most biologically potent of mammalian prostaglandins. It has a role as an oxytocic, a human metabolite and a mouse metabolite. It is a conjugate acid of a prostaglandin E2(1-).